FC1(C[C@@]12C[C@H](CC2)NC(=O)[N-]C2=C[N+](=NO2)CC2=NC=C(C=C2)C=2C(=NC=NC2C)C)F |r| rac-(((3R,5S)-1,1-Difluorospiro[2.4]heptan-5-yl)carbamoyl)(3-((5-(4,6-dimethylpyrimidin-5-yl)pyridin-2-yl)methyl)-1,2,3-oxadiazol-3-ium-5-yl)amide